N-[2-(2,4-dimethylphenyl)-2,2-difluoro-ethyl]-6-methylsulfanyl-3-[3-(trifluoromethyl)phenoxy]pyridazine-4-carboxamide CC1=C(C=CC(=C1)C)C(CNC(=O)C1=C(N=NC(=C1)SC)OC1=CC(=CC=C1)C(F)(F)F)(F)F